(R)-N-(cyclobutylmethylene)-2-methyl-propane-2-sulfinamide C1(CCC1)C=N[S@](=O)C(C)(C)C